1,2-benzopyrone O=C1C=CC2C=CC=CC=2O1